ClC=1N=C(C=2C(NC(=C(C2C1F)C)C)=O)OC(CC)[C@@H]1[C@@H]2CC[C@H](CN1)N2C(=O)OC(C)(C)C tert-butyl (1S,2S,5R)-2-[1-[(3-chloro-4-fluoro-5,6-dimethyl-8-oxo-7H-2,7-naphthyridin-1-yl)oxy]propyl]-3,8-diazabicyclo[3.2.1]octane-8-carboxylate